3-(cyclopentanecarboxamido)-N-((2S)-1-oxo-3-phenyl-1-(6-(pyridin-3-yl)-5,6-dihydropyridin-1(2H)-yl)propan-2-yl)benzamide C1(CCCC1)C(=O)NC=1C=C(C(=O)N[C@H](C(N2CC=CCC2C=2C=NC=CC2)=O)CC2=CC=CC=C2)C=CC1